CC(C)(C(C(C)O)O)O 2-methyl-2,3,4-pentanetriol